5-{4-aminopyrrolo[2,1-f][1,2,4]triazin-7-yl}-N-[(3R,4S)-1-(4,4-difluorocyclohex-anecarbonyl)-4-fluoropyrrolidin-3-yl]-2-methoxypyridine-3-carboxamide NC1=NC=NN2C1=CC=C2C=2C=C(C(=NC2)OC)C(=O)N[C@@H]2CN(C[C@@H]2F)C(=O)C2CCC(CC2)(F)F